hydroxy-2,3-bis(hydroxymethyl)butanoic acid OC(C(=O)O)(C(C)CO)CO